CC1=C(C=C(C=C1C)N)S(=O)(=O)NCCO 2,3-dimethyl-5-amino-N-hydroxyethyl-benzenesulfonamide